benzyl ((((1S,2R,4R,6S)-2-(methoxymethyl)-6-methyl-3-oxoquinuclidin-2-yl)methoxy)(phenoxy)phosphoryl)-L-valinate COC[C@@]1(N2[C@H](C[C@H](C1=O)CC2)C)COP(=O)(OC2=CC=CC=C2)N[C@@H](C(C)C)C(=O)OCC2=CC=CC=C2